C[C@@]1(CC[C@H]2[C@H]([C@H]1[N+]#[C-])C3=C(NC4=CC=CC(=C43)C2(C)C)C(C)(C)C=C)C=C The molecule is an ambiguine which is a (6aS,9R,10R,10aS)-9-ethenyl-10-isocyano-6,6,9-trimethyl-1-(2-methylbut-3-en-2-yl) substituted derivative of 2,6,6a,7,8,9,10,10a-octahydronaphtho[1,2,3-cd]indole. An antimicrobial agent isolated from the cyanobacterium strain, Fischerella. It has a role as an antibacterial agent, an antifungal agent and a bacterial metabolite. It is an isocyanide, an organic heterotetracyclic compound and an ambiguine.